(S)-2-amino-3-(4-methoxy-5,6,7,8-tetrahydronaphthalen-1-yl)propanoic acid N[C@H](C(=O)O)CC1=CC=C(C=2CCCCC12)OC